ClC1=CC(=C(C(=C1)F)NC=1N(C2=NC(=NC=C2N1)N[C@H]1[C@@H](COCC1)F)C1CCC(CC1)C(=O)N)F (1S,4s)-4-(8-(4-chloro-2,6-difluorophenylamino)-2-((3S,4R)-3-fluorotetrahydro-2H-pyran-4-ylamino)-9H-purin-9-yl)cyclohexanecarboxamide